C(C)(C)(C)OC(=O)N1C2=CC=C3C(N(CCOCCOC=4C=C(C=C(C(=N1)C2=C3)C4)N4CCOCC4)C)=O tert-butyl-13-methyl-4-(morpholin-4-yl)-14-oxo-7,10-dioxa-13,19,20-triazatetracyclo[13.5.2.12,6.018,21]tricosa-1(20),2,4,6(23),15,17,21-heptaene-19-carboxylate